(+)-3-Amino-1,1,1-trifluoro-2-[5-fluoro-6-(4-fluorophenyl)-4-(2-hydroxypropan-2-yl)pyridin-2-yl]propan-2-ol NCC(C(F)(F)F)(O)C1=NC(=C(C(=C1)C(C)(C)O)F)C1=CC=C(C=C1)F